N-prop-2-enyl-2H-pyrazole C(C=C)N1NCC=C1